(7S,8R)-2-((5-(1-amino-1-cyclopropylethyl)-8-((trans)-3-hydroxycyclobutoxy)-2,7-naphthyridin-3-yl)amino)-7,8-dimethyl-7,8-dihydro-5H-pyrano[4,3-b]pyridin-5-one NC(C)(C1CC1)C1=C2C=C(N=CC2=C(N=C1)O[C@@H]1C[C@H](C1)O)NC1=CC=C2C(=N1)[C@H]([C@@H](OC2=O)C)C